FC=1C(=C(C=CC1F)C1C(OC(C1C)(C(F)(F)F)C)C(=O)NC1=CC(=NC=C1)N1C(NCCC1)=O)OC 3-(3,4-Difluoro-2-methoxyphenyl)-4,5-dimethyl-N-(2-(2-oxotetrahydropyrimidin-1(2H)-yl)pyridin-4-yl)-5-(trifluoromethyl)tetrahydrofuran-2-carboxamide